[Na+].S(=O)(=O)([O-])[O-].C(C)(C)(C1=CC=CC=C1)C1=CC=C(C=C1)OC1=CC=C(C=C1)C(C)(C)C1=CC=CC=C1.[Na+] p-cumylphenyl ether sulfate sodium salt